NC1=NC=2C=NC(=CC2C2=C1C(=NN2C)C)C(=O)N(C)[C@@H]2COCC1=C2C=CC(=C1)C#N 4-amino-N-((4S)-7-cyano-3,4-dihydro-1H-2-benzopyran-4-yl)-N,1,3-trimethyl-1H-pyrazolo[4,3-c][1,7]naphthyridine-8-carboxamide